COC[C@@]12C[C@H](N[C@H]2C1)C(=O)OC methyl (1S,3S,5R)-5-(methoxymethyl)-2-azabicyclo[3.1.0]hexane-3-carboxylate